3-chloro-1-phenylpropan-1-one ClCCC(=O)C1=CC=CC=C1